3-Hydroxy-3,5-dimethyl-4-oxotetrahydrothiophene-2-carboxylic acid methyl ester COC(=O)C1SC(C(C1(C)O)=O)C